3-cyano-4-(2-oxo-1,2-dihydropyridin-3-yl)pyrrolidine-1-carboxylate C(#N)C1CN(CC1C=1C(NC=CC1)=O)C(=O)[O-]